2-((3R)-4-(3-Fluoro-3-(6-(trifluoromethyl)pyridin-2-yl)pyrrolidin-1-yl)-3-hydroxybutyl)isoindoline-1,3-dione FC1(CN(CC1)C[C@@H](CCN1C(C2=CC=CC=C2C1=O)=O)O)C1=NC(=CC=C1)C(F)(F)F